(5E)-5-[(3aS,4R,5R,6aS)-5-[(tetrahydro-2H-pyran-2-yl)oxy]-4-[(1E,3S,4RS)-4-methyl-3-oxo-octen-6-yn-1-yl]hexahydropentalen-2(1H)-ylidene]Pentanoic Acid Methyl Ester COC(CCC/C=C/1\C[C@H]2C[C@H]([C@@H]([C@H]2C1)\C=C\C([C@@H](CC#CC)C)=O)OC1OCCCC1)=O |&1:18|